Cl.N1=CC=C(C=C1)C1=C2CO[C@@H](C2=CC=C1)CN |o1:11| rel-(S)-(4-(Pyridin-4-yl)-1,3-dihydroisobenzofuran-1-yl)methanamine hydrochloride salt